(1S,2S)-2-({3-chloro-4-[cyclopropyl(methyl)amino]phenyl}carbonyl)cyclopropane-1-carboxylic acid ClC=1C=C(C=CC1N(C)C1CC1)C(=O)[C@@H]1[C@H](C1)C(=O)O